N-(2-(4,4-difluoropiperidin-1-yl)-6-methylpyrimidin-4-yl)-4-((2-hydroxyethyl)sulfonamido)-2-((1R,6S)-6-(methoxymethyl)-3-azabicyclo[4.1.0]heptan-3-yl)benzamide FC1(CCN(CC1)C1=NC(=CC(=N1)NC(C1=C(C=C(C=C1)NS(=O)(=O)CCO)N1C[C@@H]2C[C@@]2(CC1)COC)=O)C)F